2-{4-[5-chloro-2-(4-chloro-1H-1,2,3-triazol-1-yl)phenyl]-5-methoxy-2-oxopyridin-1(2H)-yl}-N-(2-methyl-2H-indazol-5-yl)propanamide ClC=1C=CC(=C(C1)C1=CC(N(C=C1OC)C(C(=O)NC1=CC2=CN(N=C2C=C1)C)C)=O)N1N=NC(=C1)Cl